Cl.FC(C=1N=CC(=NC1)N1CC2CCC(C1)N2)(F)F 3-(5-(trifluoromethyl)pyrazin-2-yl)-3,8-diazabicyclo[3.2.1]octane hydrochloride